COC1=CC=C(CNC=2C=3N(C4=CC(=CC=C4N2)C(=O)O)C=CC3C)C=C1 4-((4-methoxybenzyl)amino)-3-methylpyrrolo[1,2-a]quinoxalin-8-carboxylic acid